2-chloro-4-[[3-(2,3-difluoro-4-methoxy-phenyl)imidazo[1,2-a]pyrazin-8-yl]amino]-N-[(1,1-dioxothian-4-yl)methyl]benzamide ClC1=C(C(=O)NCC2CCS(CC2)(=O)=O)C=CC(=C1)NC=1C=2N(C=CN1)C(=CN2)C2=C(C(=C(C=C2)OC)F)F